ClC1=NC=C(C2=CC=C(C=C12)OC(C(=O)OCC)(C)C)C1=C(C=CC=C1)C ethyl 2-((1-chloro-4-(o-tolyl)isoquinolin-7-yl)oxy)-2-methylpropanoate